N-(3-((5-(4-bromo-3-fluorophenyl)-2-((1-methyl-1H-pyrazol-4-yl)amino)pyrimidin-4-yl)amino)-4-fluorophenyl)-2-fluoroacrylamide BrC1=C(C=C(C=C1)C=1C(=NC(=NC1)NC=1C=NN(C1)C)NC=1C=C(C=CC1F)NC(C(=C)F)=O)F